C(C)(C)(C)N(C(O)=O)CCN1C(=NC=C1)C1CC1.C(C1CO1)OCCC[Si](OCC)(OCC)C γ-glycidoxypropylmethyl-diethoxysilane tert-butyl-(2-(2-cyclopropyl-1H-imidazol-1-yl)ethyl)carbamate